ClC=1C=CC(=C(CN(CCNC(OC(C)(C)C)=O)C2=C(C=CC=C2)Cl)C1)C#N tert-butyl (2-((5-chloro-2-cyanobenzyl)(2-chlorophenyl)amino)ethyl)carbamate